(S)-2-(7-Bromo-5-methyl-4-oxo-2,3,4,5-tetrahydrobenzo[b][1,4]oxazepine-3-yl)isoindoline-1,3-dione BrC1=CC2=C(OC[C@@H](C(N2C)=O)N2C(C3=CC=CC=C3C2=O)=O)C=C1